(R)-2-((1-(2-(2-azaadamantan-2-yl)-3,7-dimethyl-4-oxo-4H-pyrido[1,2-a]pyrimidin-9-yl)ethyl)amino)benzoic acid C12N(C3CC(CC(C1)C3)C2)C=2N=C3N(C(C2C)=O)C=C(C=C3[C@@H](C)NC3=C(C(=O)O)C=CC=C3)C